BrC1=C(C=NN(C1=O)C)N[C@@H]1C[C@@H](CN(C1)C)C1=CC=C(C=C1)CN1CCC2(CCN(CC2)C2=CC=C(C=C2)C2C(NC(CC2)=O)=O)CC1 3-[4-[9-[[4-[(3R,5R)-5-[(5-bromo-1-methyl-6-oxo-pyridazin-4-yl)amino]-1-methyl-3-piperidyl]phenyl]methyl]-3,9-diazaspiro[5.5]undecan-3-yl]phenyl]piperidine-2,6-dione